lead zinc oxide gold [Au+3].[O-2].[Zn+2].[Pb+2]